2,2-dimethyl-5-(4-chlorobenzyl)cyclopentane CC1(CC(CC1)CC1=CC=C(C=C1)Cl)C